(S)-{2-[4-(acetyl-oxy)-1H-indol-3-yl]-ethyl}(ethyl)(oxan-4-yloxy)azanium C(C)(=O)OC1=C2C(=CNC2=CC=C1)CC[NH+](OC1CCOCC1)CC